O1C=CC=2C(=NC=CC21)C2=CC=C(C(=O)NC1CCN(CC1)C1=NN=NN1CCC)C=C2 4-(furo[3,2-c]pyridin-4-yl)-N-[1-(1-propyl-1H-tetrazol-5-yl)piperidin-4-yl]benzamide